hexacosane chloride [Cl-].CCCCCCCCCCCCCCCCCCCCCCCCCC